FC=1C=CC(=NC1)C1=NN2C(CO[C@@H](C2)C(C)C)=C1C1=C2C(=NC=C1)NN=C2 (R)-2-(5-Fluoropyridin-2-yl)-6-isopropyl-3-(1H-pyrazolo[3,4-b]pyridin-4-yl)-6,7-dihydro-4H-pyrazolo[5,1-c][1,4]oxazine